tert-butyl 3-[7-chloro-3-(2-fluoro-6-methyl-phenyl)-2-oxo-4H-pyrido[4,3-d]pyrimidin-1-yl]azetidine-1-carboxylate ClC1=CC=2N(C(N(CC2C=N1)C1=C(C=CC=C1C)F)=O)C1CN(C1)C(=O)OC(C)(C)C